O=C1[C@H]2CN([C@@H](C1)C2)C2=NC=1N(C=C2)N=CC1 5-((1R,4R)-2-oxo-5-azabicyclo[2.2.1]heptane-5-yl)pyrazolo[1,5-a]pyrimidine